4-fluoro-N-((R)-3-(2-((1R,2S)-2-(4-fluorophenyl)-1-methylcyclopropylamino)ethylsulfonyl)-1-morpholino-1-oxopropan-2-yl)benzamide FC1=CC=C(C(=O)N[C@H](C(=O)N2CCOCC2)CS(=O)(=O)CCN[C@]2([C@@H](C2)C2=CC=C(C=C2)F)C)C=C1